[N+](=O)(OC(C1=C(C=CC=C1)C(F)(F)F)C)[O-] α-methyl-2-(trifluoromethyl)-benzyl nitrate